1-(1-(6-chloro-4,5-dimethylpyridin-3-yl)ethyl)-1H-1,2,3-triazole-4-carboxylic acid tert-butyl ester C(C)(C)(C)OC(=O)C=1N=NN(C1)C(C)C=1C=NC(=C(C1C)C)Cl